C[C@@H]1CN(C[C@H]2N1CC=1C=CC(=CC1C2)N2C(N1[C@H](CNCC1)C2)=O)C2=C1C=CC=NC1=C(C=C2)C#N 5-[(4R,11aS)-4-Methyl-9-[(8aR)-3-oxo-1,5,6,7,8,8a-hexahydroimidazo[1,5-a]pyrazin-2-yl]-1,3,4,6,11,11a-hexahydropyrazino[1,2-b]isochinolin-2-yl]chinolin-8-carbonitril